tert-butyl (S)-5-amino-4-(4-((4-((4-(4-cyano-2-fluorophenyl)piperazin-1-yl)methyl)-3-fluorobenzyl)oxy)-1-oxoisoindolin-2-yl)-5-oxopentanoate NC([C@H](CCC(=O)OC(C)(C)C)N1C(C2=CC=CC(=C2C1)OCC1=CC(=C(C=C1)CN1CCN(CC1)C1=C(C=C(C=C1)C#N)F)F)=O)=O